3-amino-4-(benzylamino)benzoic acid NC=1C=C(C(=O)O)C=CC1NCC1=CC=CC=C1